C1([C@@H](O)[C@H](O)[C@@H]([C@@H](O)CO)O1)=O L-Galactono-1,4-lactone